5-((5-chloro-4-(cyclopentylamino)pyrimidin-2-yl)amino)-7-methylbenzo[c][1,2]oxaborole-1(3H)-ol ClC=1C(=NC(=NC1)NC1=CC2=C(B(OC2)O)C(=C1)C)NC1CCCC1